2'-{6-amino-5-[(1S)-1-(pyridin-2-yl)ethoxy]pyridin-3-yl}-N-ethyl-5',6'-dihydrospiro[pyrrolidine-3,4'-pyrrolo[1,2-b]pyrazole]-1-carboxamide NC1=C(C=C(C=N1)C=1C=C2N(N1)CCC21CN(CC1)C(=O)NCC)O[C@@H](C)C1=NC=CC=C1